Cl.C[C@@H]1N(CCNC1)CC=C(C)C (S)-2-methyl-1-(3-methyl-2-butenyl)piperazine hydrochloride